7-Cyclopentyl-2-{5-[4-((R)-2-hydroxypropyl)-piperazin-1-yl]-pyridin-2-ylamino}-7H-pyrrolo[2,3-d]pyrimidine-6-carboxylic acid dimethylamide CN(C(=O)C1=CC2=C(N=C(N=C2)NC2=NC=C(C=C2)N2CCN(CC2)C[C@@H](C)O)N1C1CCCC1)C